COC=1C=CC(=NC1)COC1=CC=C2CCN=CC2=C1 7-((5-methoxypyridin-2-yl)methoxy)-3,4-dihydroisoquinolin